(S)-6,6-dimethyl-N-(((S)-3-methyl-1,2,3,5,6,7-hexahydro-s-indacen-4-yl)carbamoyl)-6,7-dihydro-5H-pyrazolo[5,1-b][1,3]oxazine-3-sulfonimidamide CC1(CN2C(OC1)=C(C=N2)[S@@](=O)(NC(NC2=C1[C@H](CCC1=CC=1CCCC21)C)=O)=N)C